COC1=CC=C(C=N1)[C@H](CC(=O)OCC)N1C(C=2N(CC1)C=C(C2)CCCC2=NC=1NCCCC1C=C2)=O Ethyl (S)-3-(6-methoxypyridin-3-yl)-3-(1-oxo-7-(3-(5,6,7,8-tetrahydro-1,8-naphthyridin-2-yl)propyl)-3,4-dihydropyrrolo[1,2-a]pyrazin-2(1H)-yl)propanoate